C1(CC1)N1CCC(CC1)NC1=C2C=C(N(C2=CC=C1)CC(F)(F)F)C1=NOC(=N1)CNC(=O)C1CC1 N-[(3-{4-[(1-cyclopropylpiperidin-4-yl)amino]-1-(2,2,2-trifluoroethyl)-1H-indol-2-yl}-1,2,4-oxadiazol-5-yl)methyl]cyclopropanecarboxamide